7-chloro-4-(2-methyl-1,2,3-triazol-4-yl)-1-[[2-(trimethylsilyl)ethoxy]methyl]indazole ClC=1C=CC(=C2C=NN(C12)COCC[Si](C)(C)C)C1=NN(N=C1)C